Cl.CN1C(CCC1)CCl 1-methyl-2-chloromethyl-pyrrolidine hydrochloride